bis(1-(N-pyrrolidinyl)-3-phenylbut-3-enyl)benzene N1(CCCC1)C(CC(=C)C1=CC=CC=C1)C1=C(C=CC=C1)C(CC(=C)C1=CC=CC=C1)N1CCCC1